N1(C=NC=C1)C=1C=C(CN(CCC2=CC=C(C=C2)NC(=O)C2=C(C=C(C(=C2)OC)OC)NC(=O)C=2C=NC3=CC=CC=C3C2)CCC2=CC=CC=C2)C=CC1 N-(2-((4-(2-((3-(1H-Imidazol-1-yl)benzyl)(phenethyl)amino)ethyl)phenyl)carbamoyl)-4,5-dimethoxyphenyl)quinoline-3-carboxamide